magnesium-yttrium-gadolinium [Gd].[Y].[Mg]